tert-butyl 4-(3-amino-2-morpholino-7-oxo-5H-pyrrolo[3,4-b]pyridin-6(7H)-yl)piperidine-1-carboxylate NC=1C=C2C(=NC1N1CCOCC1)C(N(C2)C2CCN(CC2)C(=O)OC(C)(C)C)=O